C(CCCC)(=O)OCCC pentanoic acid, 2-methylethyl ester